N-((1-aminoisoquinolin-6-yl)methyl)-5-chloro-2-(methyl(tetrahydro-2H-pyran-4-yl)amino)nicotinamide NC1=NC=CC2=CC(=CC=C12)CNC(C1=C(N=CC(=C1)Cl)N(C1CCOCC1)C)=O